CONCCC Methoxy-3-propylamine